Strontium lithium [Li].[Sr]